(3-benzyloxycyclobutyl)piperazine-1-carboxylic acid tert-butyl ester C(C)(C)(C)OC(=O)N1C(CNCC1)C1CC(C1)OCC1=CC=CC=C1